C(C)(C)(C)[Si](OC1=C(C=C(C=C1)F)[C@H](C(=O)NC=1SC=CN1)N1C(C2=CC(=CC=C2C1)C#CC1=CC=CC=C1)=O)(C)C |r| (2RS)-2-[2-[tert-butyl-(dimethyl)silyl]Oxy-5-fluoro-phenyl]-2-[1-oxo-6-(2-phenylethynyl)isoindolin-2-yl]N-thiazol-2-yl-acetamide